C(CCCCCCCCC)N(SC=1SC2=C(N1)C=CC=C2)CCCCCCCCCC N,N-didecyl-2-benzothiazolyl-sulphenamide